(rac)-trans-3-(4-(5-(((isoamylcarbamoyl)oxy)methyl)-1-methyl-1H-1,2,3-triazol-4-yl)phenoxy)cyclohexanecarboxylic acid ethyl ester C(C)OC(=O)[C@@H]1C[C@H](CCC1)OC1=CC=C(C=C1)C=1N=NN(C1COC(NCCC(C)C)=O)C |r|